N-Salicylal-N'-salicyloylhydrazin C(C=1C(O)=CC=CC1)=NNC(C=1C(O)=CC=CC1)=O